5-bromo-2-fluoropyridin-3-ol BrC=1C=C(C(=NC1)F)O